(R)-2-(((1R,3R,5S)-8-oxabicyclo[3.2.1]oct-3-yl)oxy)-2-(2-(2-methoxyethoxy)phenyl)ethan-1-ol [C@H]12CC(C[C@H](CC1)O2)O[C@@H](CO)C2=C(C=CC=C2)OCCOC